8-chloro-2-[2-[2-(4-methylsulfanyl-1-piperidinyl)ethoxy]-4-(trifluoromethyl)phenyl]chromen-4-one ClC=1C=CC=C2C(C=C(OC12)C1=C(C=C(C=C1)C(F)(F)F)OCCN1CCC(CC1)SC)=O